FC=1C(=C(C=CC1)C1N=C(NC(=C1C(=O)OCC)C)C=1N=COC1C)C ethyl 4-(3-fluoro-2-methylphenyl)-6-methyl-2-(5-methyloxazol-4-yl)-1,4-dihydropyrimidine-5-carboxylate